The molecule is a hexacosenoate that is the conjugate base of (9Z)-hexacosenoic acid, obtained by deprotonation of the carboxy group; major species at pH 7.3. CCCCCCCCCCCCCCCC/C=C\\CCCCCCCC(=O)[O-]